[S].Cl.CN(CC=C)CC=C methyl-diallylamine hydrochloride sulfur